CC1(OB(OC1(C)C)C=1C=C(C=NC1)CO)C [5-(4,4,5,5-tetramethyl-1,3,2-dioxaborolan-2-yl)-3-pyridinyl]Methanol